BrC=1C=C(N(N1)CC(F)F)C(=O)NC1=C(C=C(C=C1C(NC)=O)Cl)C 5-bromo-N-[4-chloro-2-methyl-6-(methylcarbamoyl)phenyl]-2-(2,2-difluoroethyl)pyrazole-3-carboxamide